C(#N)C1=NC=CC=N1 2-Cyano-pyrimidin